2-FLUORONAPHTHALENE-8-BORONIC ACID FC1=CC2=C(C=CC=C2C=C1)B(O)O